5-cyclobutoxy-N-((3r,4s)-1-(ethylsulfonyl)-3-methylpiperidin-4-yl)-6-(1H-pyrazol-4-yl)-[1,2,4]triazolo[1,5-a]pyrazin-2-amine C1(CCC1)OC1=C(N=CC=2N1N=C(N2)N[C@@H]2[C@@H](CN(CC2)S(=O)(=O)CC)C)C=2C=NNC2